IC1=C(C=C2C(=CNC2=C1)CCN)OC 2-(6-iodo-5-methoxy-1H-indol-3-yl)ethan-1-amine